OCC1(CCN(CC1)C(=O)OC(C)(C)C)C tert-butyl 4-(hydroxymethyl)-4-methylpiperidine-1-carboxylate